FC(OC1=CC=CC=2C(N[C@H]3C4=NC5=CC=C(C=C5N4[C@@H](C12)C3)C=3C=C(C=NC3)F)=O)F 5-[(1R,11R)-18-(difluoromethoxy)-13-oxo-2,9,12-triazapentacyclo[9.8.1.02,10.03,8.014,19]icosa-3,5,7,9,14(19),15,17-heptaen-5-yl]-3-fluoropyridin